ClCC=1N=C2N(C=CC(=C2)C=2OC(=NN2)C(F)F)C1 2-(2-(chloromethyl)imidazo[1,2-a]pyridin-7-yl)-5-(difluoromethyl)-1,3,4-oxadiazole